COC1=C(C=CC=C1)[C@H](CN1C(N(C(C2=C1SC(=C2C)C=2OC=CN2)=O)C(C(=O)N)(C)C)=O)OCC2CCOCC2 2-[1-[(2R)-2-(2-methoxyphenyl)-2-(oxacyclohex-4-ylmethoxy)ethyl]-5-methyl-6-(1,3-oxazol-2-yl)-2,4-dioxo-1H,2H,3H,4H-thieno[2,3-d]pyrimidin-3-yl]-2-methylpropanamide